5-(2-(1-(dimethylamino)cyclopropyl)(N-morpholinyl))pyridin-2-amine CN(C1(CC1)C1CN(CCO1)C=1C=CC(=NC1)N)C